C(N1[C@H]2C=3N([C@@H](C4=C(C1=O)C=CC=C4C#CC4CN(C4)CC(F)(F)F)C2)C2=C(N3)C=CC(=C2)C#N)([2H])([2H])[2H] (7R,14R)-6-(methyl-d3)-5-oxo-1-((1-(2,2,2-trifluoroethyl)azetidin-3-yl)ethynyl)-5,6,7,14-tetrahydro-7,14-methanobenzo[f]benzo[4,5]imidazo[1,2-a][1,4]diazocine-11-carbonitrile